5-chloro-N-(3-chloro-5-(1H-pyrazol-5-yl)phenyl)-2-(1,1-dioxidoisothiazolidin-2-yl)isonicotinamide ClC1=CN=C(C=C1C(=O)NC1=CC(=CC(=C1)C1=CC=NN1)Cl)N1S(CCC1)(=O)=O